(2R,5S)-2,5-dimethyl-4-(5-(trifluoromethyl)-7-(4-(trifluoromethyl)pyridin-2-yl)-7H-pyrrolo[2,3-d]pyrimidin-4-yl)piperazine-1-carboxylic acid tert-butyl ester C(C)(C)(C)OC(=O)N1[C@@H](CN([C@H](C1)C)C=1C2=C(N=CN1)N(C=C2C(F)(F)F)C2=NC=CC(=C2)C(F)(F)F)C